(S)-3-(6-(4-(dimethylamino)-pyrimidin-2-yl)-4-((3-(trifluoromethyl)phenyl)-sulfonyl)-3,4-dihydro-2H-benzo[b][1,4]oxazin-2-yl)propanoic acid CN(C1=NC(=NC=C1)C1=CC2=C(O[C@H](CN2S(=O)(=O)C2=CC(=CC=C2)C(F)(F)F)CCC(=O)O)C=C1)C